tert-Butyl((1S,2R)-1-(4-chlorophenyl)-1-hydroxypropan-2-yl)carbamate C(C)(C)(C)OC(N[C@@H]([C@@H](O)C1=CC=C(C=C1)Cl)C)=O